ClC=1C=C(C=C(C1O)C1=CC=CC=C1)C(C)(C)C1=CC(=C(C(=C1)C1=CC=CC=C1)O)Cl 2,2-bis(3-chloro-5-phenyl-4-hydroxyphenyl)propane